C(#N)C1(CC1)C1=CC=C(C=C1)N(CCC(=O)O)C1=C(C=CC(=C1)C=1C(=NOC1C)C)C 3-((4-(1-cyanocyclopropyl)phenyl)(5-(3,5-dimethylisoxazol-4-yl)-2-methylphenyl)amino)propionic acid